7-amino-3-cyclopropyl-1-fluoro-N-(2-fluoro-2-methyl-propyl)-7,8-dihydro-6H-cyclopenta[g]isoquinoline-5-sulfonamide NC1CC=2C(=C(C=3C=C(N=C(C3C2)F)C2CC2)S(=O)(=O)NCC(C)(C)F)C1